ClC=1C=C(C=C(C1)Cl)C1(CC(=NO1)N1CC2=C(C1)C=C(S2)C(=O)NCCOC)C(F)(F)F 5-(5-(3,5-dichlorophenyl)-5-(trifluoromethyl)-4,5-dihydroisoxazol-3-yl)-N-(2-methoxyethyl)-5,6-dihydro-4H-thieno[2,3-c]pyrrole-2-carboxamide